1-chloro-3-(4-(2-(4-(2-hydroxy-3-thiomorpholinopropoxy)phenyl)propan-2-yl)-2-iodophenoxy)propan-2-ol ClCC(COC1=C(C=C(C=C1)C(C)(C)C1=CC=C(C=C1)OCC(CN1CCSCC1)O)I)O